FC1=C(C=C(C2=C1CCO2)CC2=CC(=C(C=C2)C(NC)=O)F)C(=O)N[C@H]2CCOC[C@@H]2O 1,5-anhydro-2,3-dideoxy-3-(((4-fluoro-7-(3-fluoro-4-(methylcarbamoyl)benzyl)-2,3-dihydro-1-benzofuran-5-yl)carbonyl)amino)-L-threo-pentitol